trilithium nitrilotriacetate N(CC(=O)[O-])(CC(=O)[O-])CC(=O)[O-].[Li+].[Li+].[Li+]